Cl.NCC=1C=C(C=CC1)C=1C(=NC2=CC=CC=C2C1)C1(C=C(C=C(C1S(=O)(=O)N)C)C)C 6-(3-(aminomethyl)phenylquinolin-2-yl)-2,4,6-trimethylbenzenesulfonamide-hydrochloride Salt